tert-Butyl 4-(3-((trans)-4-(dibenzylamino)cyclohexyl)propoxy)-2,6-dimethylpiperidine-1-carboxylate C(C1=CC=CC=C1)N([C@@H]1CC[C@H](CC1)CCCOC1CC(N(C(C1)C)C(=O)OC(C)(C)C)C)CC1=CC=CC=C1